tert-butyl 4-[4-[3-[(4-methoxyphenyl)methyl]-2,4-dioxo-hexahydropyrimidin-1-yl] quinazolin-8-yl]piperazine-1-carboxylate COC1=CC=C(C=C1)CN1C(N(CCC1=O)C1=NC=NC2=C(C=CC=C12)N1CCN(CC1)C(=O)OC(C)(C)C)=O